6-fluoro-5-(4-((8-(3-fluorophenoxy)-2-methyl-3-oxo-3,4-dihydroquinoxalin-6-yl)methyl)piperazin-1-yl)-N-methylpyridinecarboxamide FC1=C(C=CC(=N1)C(=O)NC)N1CCN(CC1)CC=1C=C2NC(C(=NC2=C(C1)OC1=CC(=CC=C1)F)C)=O